FC=1C(=C2C=CN=C(C2=CC1)\C=N\NC(N(C)C)=S)NC (E)-2-((6-Fluoro-5-(methylamino)isoquinolin-1-yl)methylene)-N,N-dimethylhydrazine-1-carbothioamide